(((2R)-1-acetyl-4-(4-(difluoromethoxy)-3-methoxy-d3-phenyl)pyrrolidine-2-carboxamido)methyl)-N-(4,4-difluorocyclohexyl)-N-methylpyridinamide C(C)(=O)N1[C@H](CC(C1)C1=CC(=C(C=C1)OC(F)F)OC([2H])([2H])[2H])C(=O)NCC=1C(=NC=CC1)C(=O)N(C)C1CCC(CC1)(F)F